C(=O)(OCC1C2=CC=CC=C2C2=CC=CC=C12)C1=C(C(=O)O)C=CC(=C1)NCC1=CC=CC=C1 Fmoc-p-benzylaminobenzoic acid